1-ethyl-4-(piperazin-1-ylmethyl)-1H-indole C(C)N1C=CC2=C(C=CC=C12)CN1CCNCC1